4-Bromo-2-fluoro-5-methylbenzoic acid BrC1=CC(=C(C(=O)O)C=C1C)F